2-((13-(isobutyldimethylsilyl)tridec-12-yn-1-yl)oxy)ethyl hydrogen ((((R)-1-(6-amino-9H-purin-9-yl)propan-2-yl)oxy)methyl)phosphonate NC1=C2N=CN(C2=NC=N1)C[C@@H](C)OCP(OCCOCCCCCCCCCCCC#C[Si](C)(C)CC(C)C)(O)=O